CC1=CC=C(C=C1)S(=O)(=O)O.N1CCC(CC1)C1=CC=CC=N1 6-(piperidin-4-yl)pyridine p-toluenesulfonate